BrCCCCCCOC(CCCCC(OCC\C=C/CCC)OCC\C=C/CCC)=O 6,6-bis(((Z)-hept-3-en-1-yl)oxy)hexanoic acid 6-bromohexyl ester